3-(3-(((7-fluorobenzo[d]thiazol-2-yl)(4-methoxyphenethyl)amino)-methyl)phenyl)propiolic acid FC1=CC=CC=2N=C(SC21)N(CCC2=CC=C(C=C2)OC)CC=2C=C(C=CC2)C#CC(=O)O